4-chloro-2-fluoro-3-(trifluoromethyl)benzaldehyde ClC1=C(C(=C(C=O)C=C1)F)C(F)(F)F